2,2-bis-(4,4-bis-(4-hydroxyphenyl)-cyclohexyl)-propane OC1=CC=C(C=C1)C1(CCC(CC1)C(C)(C)C1CCC(CC1)(C1=CC=C(C=C1)O)C1=CC=C(C=C1)O)C1=CC=C(C=C1)O